S(=O)(=O)(O)O.C(=O)(O)COC1=CC=C(C=C1)C(C1=CC=C(C=C1)[Na])C1=NC=CC=C1 4-((4-(carboxymethoxy)phenyl)(pyridine-2-yl)methyl)phenyl-sodium sulfate